(S)-1-(2-(4-(cyclobutylmethyl)-3-oxo-3,4-dihydro-2H-benzo[b][1,4]oxazin-7-yl)thiazol-4-yl)-3-(2-oxopiperidin-3-yl)urea C1(CCC1)CN1C2=C(OCC1=O)C=C(C=C2)C=2SC=C(N2)NC(=O)N[C@@H]2C(NCCC2)=O